(1S,2S)-2-(1H-benzo[d]imidazol-2-yl)-N-((S)-2-oxo-1-(4-(trifluoromethyl)phenyl)pyrrolidin-3-yl)cyclopropane-1-carboxamide N1C(=NC2=C1C=CC=C2)[C@@H]2[C@H](C2)C(=O)N[C@@H]2C(N(CC2)C2=CC=C(C=C2)C(F)(F)F)=O